C(CC)OC(C(=C[SiH2]CC=C)CC=C)=O allyl-3-(allyl-silyl)acrylic propyl ester